C(C=C)N1N(C2=NC(=NC=C2C1=O)SC)C1=NC=2C(CCCC2C=C1)(C)O 2-allyl-1-(8-hydroxy-8-methyl-6,7-dihydro-5H-quinolin-2-yl)-6-methylsulfanyl-pyrazolo[3,4-d]Pyrimidine-3-one